((S)-1-(5-chloro-2-ethoxy-4-fluoro-3-((R)-5-oxopyrrolidin-3-yl)phenyl)ethyl)-3-methyl-1H-pyrazole-4-carbonitrile ClC=1C(=C(C(=C(C1)[C@H](C)N1N=C(C(=C1)C#N)C)OCC)[C@@H]1CNC(C1)=O)F